CC1CNC(O1)=O 5-Methyl-2-Oxazolidinone